N1(CCNCC1)C(=O)OCC1=CC=C(C=C1)C(CCCNC(=O)OC(C)(C)C)=O 4-[4-(tert-Butoxycarbonylamino) butanoyl]Benzyl piperazine-1-carboxylate